8'-methyl-2'-(pyridin-3-ylmethyl)-N-[(2S)-tetrahydrofuran-2-ylmethyl]-2',5'-dihydrospiro[cyclopropane-1,4'-furo[2,3-g]indazole]-7'-carboxamide CC1=C(OC=2CC3(C4=CN(N=C4C21)CC=2C=NC=CC2)CC3)C(=O)NC[C@H]3OCCC3